(5-(4-(trifluoromethyl)phenyl)imidazo[1,2-c]pyrimidin-7-yl)methanamine hydrochloride Cl.FC(C1=CC=C(C=C1)C1=NC(=CC=2N1C=CN2)CN)(F)F